4-nitrophenyl (1R,2R)-1-methyl-2-(trifluoromethyl)cyclopropane-1-carboxylate C[C@@]1([C@@H](C1)C(F)(F)F)C(=O)OC1=CC=C(C=C1)[N+](=O)[O-]